C(C)(=O)N[C@@](C(=O)O)(O)[C@@H](O)[C@H](O)[C@H](O)CO acetamidogluconic acid